3-bromo-2-fluoro-4-phenyl-pyridine BrC=1C(=NC=CC1C1=CC=CC=C1)F